tri-(3-methyl-phenyl)phosphine CC=1C=C(C=CC1)P(C1=CC(=CC=C1)C)C1=CC(=CC=C1)C